2-[(2-fluoroethyl)amino]-5-[5-(1-methyl-1H-1,3-benzodiazol-6-yl)-1,3,4-oxadiazol-2-yl]benzonitrile FCCNC1=C(C#N)C=C(C=C1)C=1OC(=NN1)C=1C=CC2=C(N(C=N2)C)C1